COC1=CC=C(C=C1)N1C=NC=2C1=NC=C(C2)C(=O)OC methyl 3-(4-methoxyphenyl)-3H-imidazo[4,5-b]pyridine-6-carboxylate